ClC1=CC=C(C=C1)[C@@H]1CCC2=NN(C(N21)=O)C21CC(C2)(C1)C#N (S)-3-(5-(4-chlorophenyl)-3-oxo-6,7-dihydro-3H-pyrrolo[2,1-c][1,2,4]triazol-2(5H)-yl)bicyclo[1.1.1]pentane-1-carbonitrile